NC1=NC=NN2C1=C(C=C2C=2C=NN(C2C)C)C2=CC(=C(C=C2)NC(OC(C)(C)C)=O)OC tert-Butyl (4-(4-amino-7-(1,5-dimethyl-1H-pyrazol-4-yl)pyrrolo[2,1-F][1,2,4]triazin-5-yl)-2-methoxyphenyl)carbamate